alpha,alpha-dimethylpropiolactone CC1(C(=O)OC1)C